2-fluoro-5-methoxy-4-((4-((2-methoxyethyl)amino)-3-(trifluoromethyl)-1H-pyrrolo[2,3-b]pyridin-6-yl)amino)(1-methylpiperidin-4-yl)benzamide FC1=C(C(=O)N)C=C(C(=C1C1CCN(CC1)C)NC1=CC(=C2C(=N1)NC=C2C(F)(F)F)NCCOC)OC